CN(C1=CC=C2C(=CC(OC2=C1)=O)C(F)(F)F)C 7-Dimethylamino-4-trifluoromethyl-coumarin